CCCCCCCCCCCCCCCCCC/C=C\OC[C@H](COP(=O)(O)OC[C@H](CO)O)OC(=O)CCCCCCC/C=C\CCCCCCCCC 1-(1Z-eicosenyl)-2-(9Z-nonadecenoyl)-glycero-3-phospho-(1'-sn-glycerol)